ClC1=C(C=C(C=C1)C([C@H](O)[C@@H](O)[C@H](O)[C@H](O)CO)O)CC1=CC=C(C=C1)OCC 1-C-[4-chloro-3-[(4-ethoxyphenyl)Methyl]phenyl]-D-glucitol